CS(=O)(=O)NC=1C=C(C=CC1)NC(=O)C=1SC=C(C1)C1=CC(=CC=C1)OC N-(3-methanesulfonamidophenyl)-4-(3-methoxyphenyl)thiophene-2-carboxamide